5-(2-(2-chloro-3-fluorophenyl)piperidin-1-yl)-N-((R,E)-4-(methylsulfonyl)but-3-en-2-yl)pyrazine-2-carboxamide ClC1=C(C=CC=C1F)C1N(CCCC1)C=1N=CC(=NC1)C(=O)N[C@H](C)\C=C\S(=O)(=O)C